2-chloro-4-ethynylbenzaldehyde ClC1=C(C=O)C=CC(=C1)C#C